C(C)(C)(C)C1=CC=C(C=C1)[C@H](C)NC(=O)C1=CC=C2C(=C(N(C2=C1)C)C)CC1=C(C=CC(=C1)O)Cl (S)-N-(1-(4-(tert-butyl)phenyl)ethyl)-3-(2-chloro-5-hydroxybenzyl)-1,2-dimethyl-1H-indole-6-carboxamide